C[C@](\C=C/C)(CCC=C(C)C)O |r| (+/-)-(2Z)-4,8-dimethyl-2,7-nonadien-4-ol